α-methyl-gamma-butyrolactone CC1C(=O)OCC1